[6-[3-(1-hydroxycyclopropyl)-1,2,4-triazol-1-yl]-2-azaspiro[3.3]heptan-2-yl]-[(6R)-6-[(3,5-difluoro-2-pyridinyl)methyl]-2-azaspiro[3.4]octan-2-yl]methanone OC1(CC1)C1=NN(C=N1)C1CC2(CN(C2)C(=O)N2CC3(C2)C[C@@H](CC3)CC3=NC=C(C=C3F)F)C1